FC1=CC=C(C=C1)C(OCCN1CCN(CC1)CCCC1=CC=CC=C1)C1=CC=C(C=C1)F 1-(2-[bis(4-fluorophenyl)methoxy]ethyl)-4-(3-phenylpropyl)piperazine